FC=1C=C(C=C(C1)C(F)(F)F)N1CC(C1)CO (1-(3-fluoro-5-(trifluoromethyl)phenyl)azetidin-3-yl)methanol